Cl.CN1CCC2(CN(C2)C=2N=NC(=CN2)C2=C(C=C(C=C2)C2=NN(C=C2)C)O)CC1 2-[3-(7-methyl-2,7-diazaspiro[3.5]non-2-yl)-1,2,4-triazin-6-yl]-5-(1-methyl-1H-pyrazol-3-yl)phenol hydrochloride